(R)-N-(1-ethyl-1H-pyrazol-4-yl)-4-(pyrrolidine-3-oxy)-7H-pyrrolo[2,3-d]pyrimidine-2-amine C(C)N1N=CC(=C1)NC=1N=C(C2=C(N1)NC=C2)O[C@H]2CNCC2